N1=C(C=CC=C1)C1(CCN(CC1)C(=O)OC(C)(C)C)C(=O)OCC 1-(tert-butyl) 4-ethyl 4-(pyridin-2-yl)piperidine-1,4-dicarboxylate